C[C@@H]1CN(C[C@@H](N1C)C)C(=O)OC(C)(C)C tert-butyl (3R,5S)-3,4,5-trimethylpiperazine-1-carboxylate